4-((1S,2S,4S)-2-(Dimethylamino)-4-(3-(trifluoromethyl)phenyl)cyclohexyl)-6-fluoro-N-(pyrimidin-4-yl)-3,4-dihydro-2H-benzo[b][1,4]oxazine-7-sulfonamide Formate C(=O)O.CN([C@@H]1[C@H](CC[C@@H](C1)C1=CC(=CC=C1)C(F)(F)F)N1C2=C(OCC1)C=C(C(=C2)F)S(=O)(=O)NC2=NC=NC=C2)C